ClC1=NC=C(C(=C1)C(=O)OCC)Cl ethyl 2,5-dichloropyridine-4-carboxylate